tert-butyl-({[(2s,3R,5R,6R)-5-[(tert-butyldimethylsilyl)oxy]-6-[(2R)-hex-5-en-2-yloxy]-2-methyloxan-3-yl]oxy})dimethylsilane C(C)(C)(C)[Si](C)(C)O[C@H]1[C@@H](O[C@H]([C@@H](C1)O[Si](C)(C)C(C)(C)C)O[C@H](C)CCC=C)C